CC1(COC2=CC=CC=C2C1O)C 3,3-dimethylchromen-4-ol